C(C)OC(C(CC(F)F)OC=1C(=CC=CC1)C1=CC=CC=C1)=O 2-([1,1'-Biphenyl]-2-oxy)4,4-difluorobutanoic acid ethyl ester